2-methoxy-N-(1-methyl-3-(trifluoromethyl)-1H-pyrazol-5-yl)benzamide COC1=C(C(=O)NC2=CC(=NN2C)C(F)(F)F)C=CC=C1